CC1(OC2=CC(=CC=C2C(C1)=O)C1=CNC=2N=C(N=CC21)NC2=CC(=CC=C2)N2CCN(CC2)C)C 2,2-dimethyl-7-(2-((3-(4-methylpiperazin-1-yl)phenyl)amino)-7H-pyrrolo[2,3-d]pyrimidin-5-yl)chroman-4-one